N-(4-chlorophenyl)acrylamide trans-Methyl-4-[10-(3,4-difluorophenyl)-11-isopropenyl-2,4,5,10-tetrazatricyclo[7.3.0.03,7]dodeca-1,3(7),5,8,11-pentaen-12-yl]cyclohexanecarboxylate COC(=O)[C@@H]1CC[C@H](CC1)C1=C(N(C2=CC=3C=NNC3N=C12)C1=CC(=C(C=C1)F)F)C(=C)C.ClC1=CC=C(C=C1)NC(C=C)=O